C(C)(C)(C)OC(=O)N1C[C@](CCC1)(C)C(C=1OC(=C(C1)C)C1=C(C=C(C=C1)C(F)(F)F)OC)O (3R)-3-(hydroxy(5-(2-methoxy-4-(trifluoromethyl)phenyl)-4-methylfuran-2-yl)methyl)-3-methylpiperidine-1-carboxylic acid tert-butyl ester